1,3-diaminooctane NCCC(CCCCC)N